C(C)C=1C=CC(=C(C1)S(=O)(=O)NC1=NOC2=C1C=C(C(=C2)OC=2SC(=CN2)CNC([O-])=O)OC)OC [[2-[[3-[(5-ethyl-2-methoxy-phenyl)sulfonylamino]-5-methoxy-1,2-benzoxazol-6-yl]oxy]thiazol-5-yl]methyl]carbamate